N-benzyl-N-[(4-benzyloxy-6-chloro-2-methyl-3-pyridyl)methyl]-1-phenyl-methanamine C(C1=CC=CC=C1)N(CC1=CC=CC=C1)CC=1C(=NC(=CC1OCC1=CC=CC=C1)Cl)C